trans-4-((4-(2-Cyclopropyloxazol-5-yl)pyridin-2-yl)((trans-4-(4-methoxy-3-methylphenyl) cyclohexyl)methyl) carbamoyl)cyclohexyl (2-hydroxy-2-methylpropyl)carbamate OC(CNC(O[C@@H]1CC[C@H](CC1)C(N(C[C@@H]1CC[C@H](CC1)C1=CC(=C(C=C1)OC)C)C1=NC=CC(=C1)C1=CN=C(O1)C1CC1)=O)=O)(C)C